HYDROXYPYRIDIN OC1=NC=CC=C1